2,2-Bis[4-[2-hydroxy-3-(methacryloyloxy)propoxy]phenyl]propane OC(COC1=CC=C(C=C1)C(C)(C)C1=CC=C(C=C1)OCC(COC(C(=C)C)=O)O)COC(C(=C)C)=O